N(=C=O)CC1(CCCCC1)CN=C=O 4-cis-bis(isocyanatomethyl)cyclohexane